C1(=CCCC1)C(=O)N1CCN(CC1)C(=O)NC=1SC2=C(N1)C=CC(=C2)C2=C(C=CC=C2)OC 4-(cyclopent-1-enyl-carbonyl)-N-[6-(2-methoxyphenyl)benzo[d][1,3]thiazol-2-yl]piperazine-1-carboxamide